ethyl 2-hydroxy-5-iodo-6-methyl-4-oxo-1H-pyridine-3-carboxylate OC=1NC(=C(C(C1C(=O)OCC)=O)I)C